(2-amino-7-{[N-(2-methanesulfonylphenyl)-1-(pyridin-3-yl)formamido]methyl}quinolin-3-yl)methyl acetate C(C)(=O)OCC=1C(=NC2=CC(=CC=C2C1)CN(C(=O)C=1C=NC=CC1)C1=C(C=CC=C1)S(=O)(=O)C)N